1-[4-(1-allylazetidin-3-yl)oxy-2,6-difluoro-phenyl]-2-(2-fluoro-2-methyl-propyl)-3-methyl-1,3,4,9-tetrahydropyrido[3,4-b]indole C(C=C)N1CC(C1)OC1=CC(=C(C(=C1)F)C1N(C(CC2=C1NC1=CC=CC=C21)C)CC(C)(C)F)F